lithium bis(salicyl) diboronate B(OCC=1C(O)=CC=CC1)OBOCC=1C(O)=CC=CC1.[Li]